[K+].C(C)(C)[B-](F)(F)F Isopropyltrifluoroborate potassium salt